N-((2-(((cyclobutylmethyl)amino)methyl)quinazolin-7-yl)methyl)-4-oxo-4H-pyrido[1,2-a]pyrimidine-2-carboxamide C1(CCC1)CNCC1=NC2=CC(=CC=C2C=N1)CNC(=O)C=1N=C2N(C(C1)=O)C=CC=C2